3,4-diamino-2-nitrophenol NC=1C(=C(C=CC1N)O)[N+](=O)[O-]